9-(7-(dimesitylboranyl)-9,9-dimethyl-9H-fluoren-2-yl)-3,6-dimethyl-9H-carbazole C1(=C(C(=CC(=C1)C)C)B(C1=CC=C2C=3C=CC(=CC3C(C2=C1)(C)C)N1C2=CC=C(C=C2C=2C=C(C=CC12)C)C)C1=C(C=C(C=C1C)C)C)C